Methyl 4-((2R,6S)-4-(3-amino-6-chloropyridazin-4-yl)-6-methylmorpholin-2-yl)-2-fluoro-5-methylbenzoate NC=1N=NC(=CC1N1C[C@H](O[C@H](C1)C)C1=CC(=C(C(=O)OC)C=C1C)F)Cl